BrC=1C(=CC=2C3=C(C(=NC2C1F)N1N=CN=C1)C=C(N3[C@H]3[C@H]1CN([C@@H]3C1)C(=O)[O-])C)CCC#N (1r,4r,5s)-5-(7-bromo-8-(2-cyanoethyl)-6-fluoro-2-methyl-4-(1H-1,2,4-triazol-1-yl)-1H-pyrrolo[3,2-C]quinolin-1-yl)-2-azabicyclo[2.1.1]hexane-2-carboxylate